COC=1C=C(C=CC1)NC(C1=CC=C(C=C1)C1=NC2=C(N1CC(NC=1C=C(C=CC1)C)=O)C=CC=C2)=O N-(3-methoxyphenyl)-4-{1-[2-oxo-2-(m-toluylamino)ethyl]-1H-benzimidazol-2-yl}benzamide